benzyl (S)-7-((tert-butoxycarbonyl)amino)-5-azaspiro[2.4]heptane-5-carboxylate C(C)(C)(C)OC(=O)N[C@@H]1CN(CC12CC2)C(=O)OCC2=CC=CC=C2